CC(C#C)(C)NC1=C(C=C(C#N)C=C1)[N+](=O)[O-] 4-(1,1-dimethylprop-2-ynylamino)-3-nitrobenzonitrile